CC(CCNC1CCC(CC1)N)(C)C N-(3,3-dimethylbutyl)cyclohexane-1,4-diamine